ClC=1C(=C(OC=2N=NC=3CCCCC3C2C(=O)NCC(F)(F)C2=C(C=C(C=C2)C)Cl)C=CC1)F 3-(3-chloro-2-fluoro-phenoxy)-N-[2-(2-chloro-4-methyl-phenyl)-2,2-difluoroethyl]-5,6,7,8-Tetrahydrocinnoline-4-carboxamide